ClC1=NC=C(C(=O)NO)C=C1 6-chloro-N-hydroxy-nicotinamide